ClC(COC(NC1=CNC2=CC=C(C=C12)OCCC1=CC=C(C=C1)C(F)(F)F)=O)(Cl)Cl.FC(C1=CC=C(CCOC=2C=C3C(=CNC3=CC2)NC(=O)N2CC3=CC=CC=C3CC2)C=C1)(F)F N-(5-(4-(trifluoromethyl)phenethoxy)-1H-indol-3-yl)-3,4-dihydroisoquinoline-2(1H)-carboxamide 2,2,2-trichloroethyl-N-(5-{2-[4-(trifluoromethyl)phenyl]ethoxy}-1H-indol-3-yl)carbamate